5-chloro-N-[(2S)-1-({(1S)-1-cyano-2-[(3S)-2-oxopyrrolidin-3-yl]ethyl}amino)-4,4-dimethyl-1-oxopentan-2-yl]-1H-pyrrolo[2,3-b]pyridine-2-carboxamide ClC=1C=C2C(=NC1)NC(=C2)C(=O)N[C@H](C(=O)N[C@@H](C[C@H]2C(NCC2)=O)C#N)CC(C)(C)C